BrC1=CC=C(S1)C1=C(SC(=C1)Br)C=1SC(=CC1C=1SC(=CC1)Br)Br 5,5',5'',5'''-tetrabromo-2,3':2',2'':3'',2'''-quaterthiophene